O=C1N(CC2=C(C=CC=C12)N(CCCCC(F)(F)F)C1CCC(CC1)NCC1(CC1)C(F)(F)F)C1C(NC(CC1)=O)=O 3-(1-oxo-4-{[(1s,4s)-4-({[1-(trifluoromethyl)cyclopropyl]methyl}amino)cyclohexyl](5,5,5-trifluoropentyl)amino}-3H-isoindol-2-yl)piperidine-2,6-dione